NC1=CC(=C2C(=N1)C(C=1C(=CC=CC1O2)O)=O)C2=CC=C(C=C2)N2CCNCC2 2-amino-9-hydroxy-4-(4-(piperazin-1-yl)phenyl)-10H-chromeno[3,2-b]pyridin-10-one